6-{[(2-Chloro-6-fluorophenyl)carbonyl]amino}-N-(3-chloro-2-methylphenyl)-2-(methoxymethyl)-1H-benzimidazole-4-carboxamide ClC1=C(C(=CC=C1)F)C(=O)NC=1C=C(C2=C(NC(=N2)COC)C1)C(=O)NC1=C(C(=CC=C1)Cl)C